5-(cyclopropylmethoxy)-N-[1-(hydroxymethyl)cyclobutyl]-2-methyl-1-benzofuran-3-carboxamide C1(CC1)COC=1C=CC2=C(C(=C(O2)C)C(=O)NC2(CCC2)CO)C1